C1(=CC=CC=C1)S(=O)(=O)C1=CC=C(C=N1)CNC(=O)C1=CC=2C=NC=CC2N1 N-{[6-(benzenesulfonyl)pyridin-3-yl]methyl}-1H-pyrrolo[3,2-c]pyridine-2-carboxamide